ClC=1C(=NC(=NC1)NC1CCOCC1)C1=CC=C2CN(C(C2=C1)=O)CC(=O)N1C(C2=CC=CC=C2C1=O)C 6-{5-chloro-2-[(oxan-4-yl)amino]pyrimidin-4-yl}-2-[2-(1-methyl-3-oxo-2,3-dihydro-1H-isoindol-2-yl)-2-oxoethyl]-2,3-dihydro-1H-isoindol-1-one